NC=1C=C(C=C2C=C(N=CC12)NC(=O)C1C(C1)F)N1C(OCC1C)=O N-(8-amino-6-(4-methyl-2-oxooxazolidin-3-yl)isoquinolin-3-yl)-2-fluorocyclopropane-1-carboxamide